C(C=C)N1N(C2=NC(=NC=C2C1=O)NC=1C=C(C=CC1N1CCOCC1)C)C1=NC(=CC=C1)OC1CCN(CC1)C 2-allyl-1-[6-(1-methyl-4-piperidyloxy)-2-pyridyl]-6-(4-morpholino-3-toluidino)-1,2-dihydro-3H-1,2,5,7-tetraazainden-3-one